C1(CC1)CN1N=CC(=C1)CC=1C(=NN(C1)C(C)C)I 4-((1-(cyclopropylmethyl)-1H-pyrazol-4-yl)methyl)-3-Iodo-1-isopropyl-1H-pyrazole